NC1=NC(=C(C=2C1=NN(N2)C(C)C2=NC=CC=C2)C2=C(N=CO2)C)C=2C=C(C#N)C=CC2 3-(4-amino-7-(4-methyloxazol-5-yl)-2-(1-(pyridin-2-yl)ethyl)-2H-[1,2,3]triazolo[4,5-c]pyridin-6-yl)benzonitrile